CC(C(=S)OCCP(=O)(OC1=CC=C(C=C1)[N+](=O)[O-])CCOC(C(C)(C)C)=S)(C)C (((4-nitrophenoxy) phosphoryl) bis(ethylene)) bis(2,2-dimethylthiopropionate)